1-[4-(4-methylthiazol-5-yl)phenyl]ethylamine hydrochloride Cl.CC=1N=CSC1C1=CC=C(C=C1)C(C)N